C(C)(C)(C)NC(=O)[C@]1(N(C2=CC=CC=C2C1=C)C(C1=CC=C(C=C1)[N+](=O)[O-])=O)C1=NC=CC=C1 |r| (±)-N-tert-butyl-3-methylene-1-(4-nitrobenzoyl)-2-(pyridin-2-yl)indoline-2-carboxamide